(R)-METHYL 2-(N,N-BIS(4-METHOXYBENZYL)SULFAMOYL)-3-((R)-TETRAHYDROFURAN-2-YL)PROPANOATE COC1=CC=C(CN(S(=O)(=O)[C@@H](C(=O)OC)C[C@@H]2OCCC2)CC2=CC=C(C=C2)OC)C=C1